[Na].N1C=CC2=C1N=CC=C2S 1H-pyrrolo[2,3-b]pyridine-4-thiol sodium salt